octahydropyrrolo[1,2-a][1,5]diazocine-8-carboxylic acid C1C=2N(CCCNC1)C(CC2)C(=O)O